2-[2-(2-amino-ethoxy)ethoxy]ethanol NCCOCCOCCO